C1(CC1)C1=CC(=C(NC=2C(=C(C=NC2)O)C)C=C1)F 5-(4-cyclopropyl-2-fluoro-anilino)-4-methyl-pyridin-3-ol